NC=1C=C(C(=NC1)C)NC1=NN(C2=NC(=NC=C21)NC=2C(=NC=CC2)C)C N3-(5-amino-2-methylpyridin-3-yl)-1-methyl-N6-(2-methylpyridin-3-yl)-1H-pyrazolo[3,4-d]pyrimidine-3,6-diamine